[O-2].[Al+3].[Ti+4].[Zn+2] zinc-titanium-aluminium oxide